FC1=C(C=CC(=C1)CN=C=O)OCC(C)C 2-fluoro-1-isobutoxy-4-(isocyanatomethyl)benzene